OCCOC=C hydroxyethyl-vinylether